1,17-bis(isopropylamino)-3,6,9,12,15-pentaazaheptadecane C(C)(C)NCCNCCNCCNCCNCCNCCNC(C)C